1-(2-BROMO-4-CHLOROPHENYL)-1H-PYRAZOLE-3-CARBOXAMIDE Ethyl-1-(2-bromo-4-chlorophenyl)-1H-pyrazole-3-carboxylate C(C)OC(=O)C1=NN(C=C1)C1=C(C=C(C=C1)Cl)Br.BrC1=C(C=CC(=C1)Cl)N1N=C(C=C1)C(=O)N